NC1=C(C(N(C2=CC(=CC=C12)NCC(F)(F)F)C1=CC=C(C=C1)N)=O)C(=O)OC Methyl 4-amino-1-(4-aminophenyl)-7-((2,2,2-trifluoroethyl)amino)-2-oxo-1,2-dihydroquinoline-3-carboxylate